NC1=C2C(=NC=N1)N(N=C2C2=CC(=C(C=C2)N2CCOCC2)F)[C@@H](C)C=2OC1=CC=CC(=C1C(C2C2=CC(=CC=C2)F)=O)F (S)-2-(1-(4-amino-3-(3-fluoro-4-morpholinophenyl)-1H-pyrazolo[3,4-d]pyrimidin-1-yl)ethyl)-5-fluoro-3-(3-fluorophenyl)-4H-chromen-4-one